C[N+]1=CC=C(C=C1)C1=CC=[N+](C=C1)C1=CC(=C(C(=C1)C)C)C 1-methyl-1'-(3,4,5-trimethylphenyl)-4,4'-bipyridinium